BrC=1C=C(C=CC1)C1NC(C2=CC=CC=C12)=O 3-(3-bromophenyl)isoindolin-1-one